C1(CC1)C=1NC(=NN1)C1CC2(CN(C2)C(=O)N2CC3(C2)CC(C3)OC=3C=NC(=CC3)C(F)(F)F)C1 [6-(5-cyclopropyl-4H-1,2,4-triazol-3-yl)-2-azaspiro[3.3]heptan-2-yl]-[6-[[6-(trifluoromethyl)-3-pyridyl]oxy]-2-azaspiro[3.3]heptan-2-yl]methanone